O=C1NC(CCC1N1C(C2=CC=C(C=C2C1)C(=O)N[C@@H](C(F)(F)F)C1CCC(CC1)(C)O)=O)=O 2-(2,6-dioxopiperidin-3-yl)-1-oxo-N-((R)-2,2,2-trifluoro-1-((1s,4S)-4-hydroxy-4-methylcyclohexyl)ethyl)isoindoline-5-carboxamide